1,3-Dibutylimidazolium tetrachloroaluminat Cl[Al-](Cl)(Cl)Cl.C(CCC)N1C=[N+](C=C1)CCCC